NCCC#CC1=CC=C(O1)C(=O)NCC#CCNC(C[C@H]1C=2N(C3=C(C(=N1)C1=CC=C(C=C1)Cl)C(=C(S3)C)C)C(=NN2)C)=O (S)-5-(4-aminobut-1-yn-1-yl)-N-(4-(2-(4-(4-chlorophenyl)-2,3,9-trimethyl-6H-thieno[3,2-f][1,2,4]triazolo[4,3-a][1,4]diazepin-6-yl)acetamido)but-2-yn-1-yl)furan-2-carboxamide